ClC1=C(C(=O)N2CCN(CC2)C(=O)OC(C)(C)C)C=CC(=C1)NC(=O)C=1N(C(=CN1)C=1C(=NNC1)C(F)(F)F)C tert-Butyl 4-(2-chloro-4-(1-methyl-5-(3-(trifluoromethyl)-1H-pyrazol-4-yl)-1H-imidazole-2-carboxamido)benzoyl)piperazine-1-carboxylate